ClC1=NC(=NC(=N1)C1=CC(=CC(=C1)C)C)C1=CC(=CC(=C1)C)C 2-chloro-4,6-bis(3,5-dimethylphenyl)-1,3,5-triazine